C(C=C)(=O)NC=1C=CC=C2C=CC(=CC12)C=1N=C(SC1)C(=O)NC1CCC(CC1)N(C)C 4-[8-(prop-2-enamido)naphthalen-2-yl]-N-[(1r,4r)-4-(dimethylamino)cyclohexyl]-1,3-thiazole-2-carboxamide